ClC1=CC2=C(N=C(S2)C23CC(C2)(C3)NC(=O)C3=NN(C=C3)CS(=O)(=O)C)C=C1 N-[3-(6-chloro-1,3-benzothiazol-2-yl)-1-bicyclo[1.1.1]pentanyl]-1-(methylsulfonylmethyl)pyrazole-3-carboxamide